COC=1C=C(C=C(C1O)OC)C1=CC(=C(C(=C1)OC)O)OC 3,3',5,5'-tetramethoxy[1,1'-biphenyl]-4,4'-diol